3-isopropyl-1-methyl-6-(2-methyl-3-thienyl)-N-[(1-methyl-1,2,4-triazol-3-yl)methyl]pyrazolo[3,4-b]pyridin-4-amine C(C)(C)C1=NN(C=2N=C(C=C(C21)NCC2=NN(C=N2)C)C2=C(SC=C2)C)C